S1C(=CC2=C1C=CN2)N[C@@H](C)C(=O)O thienopyrrolylalanine